(S)-4-(3-(3-ethyl-1H-indazol-5-yl)imidazo[1,2-b]pyridazin-6-yl)-2-methylmorpholine C(C)C1=NNC2=CC=C(C=C12)C1=CN=C2N1N=C(C=C2)N2C[C@@H](OCC2)C